IC=1C=C2N(C(=NN(C2=O)CC(=O)NC2=NC=NC=C2)C(C)C)C1 (7-iodo-4-isopropyl-1-oxo-pyrrolo[1,2-d][1,2,4]triazin-2-yl)-N-pyrimidin-4-yl-acetamide